2-[4-[4-(2,2-dimethylpropoxy)-N-methylanilino]phenoxy]pyrido[3,4-d]pyrimidin-4-ol CC(COC1=CC=C(N(C)C2=CC=C(OC=3N=C(C4=C(N3)C=NC=C4)O)C=C2)C=C1)(C)C